(R)-4-(4-chloro-3-methylphenyl)-3,3-difluoro-1-(2-fluoro-5-methoxy-4-nitrophenyl)piperidine ClC1=C(C=C(C=C1)[C@@H]1C(CN(CC1)C1=C(C=C(C(=C1)OC)[N+](=O)[O-])F)(F)F)C